2-phenyl-4H-benzo[1,3]oxazine C1(=CC=CC=C1)C=1OC2=C(CN1)C=CC=C2